BrCC=1C=NC2=C(N=CC=C2C1)Cl 3-(bromomethyl)-8-chloro-1,7-naphthyridine